(trimethoxysilylpropyl)-hexadecyldimethylammonium chloride [Cl-].CO[Si](OC)(OC)CCC[N+](C)(C)CCCCCCCCCCCCCCCC